(R)-pyranone O1C(C=CC=C1)=O